bis(dibenzofuran-2-yl)-9H-carbazole C1=C(C=CC=2OC3=C(C21)C=CC=C3)C3=C(C=2NC1=CC=CC=C1C2C=C3)C3=CC2=C(OC1=C2C=CC=C1)C=C3